ethyl 4-(N,N-dimethylamino)benzoate CCOC(=O)C1=CC=C(C=C1)N(C)C